5-vinyl-2-methylpyridin C(=C)C=1C=CC(=NC1)C